ClS(=O)(=O)C1=CC(=C(O1)C(=O)OC)C methyl 5-(chlorosulfonyl)-3-methylfuran-2-carboxylate